4h-3,1-benzoxazin-4-on N1=COC(C2=C1C=CC=C2)=O